tertiary butyl hydroperoxide hydrate O.C(C)(C)(C)OO